3-[(3,5,7-trimethyl-1-adamantyl)methyl]-6,7,8,9-tetrahydro-5H-[1,2,4]triazolo[4,3-a]azepine CC12CC3(CC(CC(C1)(C3)C)(C2)C)CC2=NN=C3N2CCCCC3